FC(C(=O)[O-])(F)F.C(CCC)N1C(=[NH+]C=C1)C 1-Butyl-methylimidazolium trifluoroacetate